9,10-bis[4-hydroxymethylphenyl]anthracene OCC1=CC=C(C=C1)C=1C2=CC=CC=C2C(=C2C=CC=CC12)C1=CC=C(C=C1)CO